(1,1-dioxido-2,3-dihydrothiophen-3-yl)-6,8-difluoro-2-oxo-7-(trifluoromethyl)-1,2-dihydroquinoline-3-carboxamide O=S1(CC(C=C1)N1C(C(=CC2=CC(=C(C(=C12)F)C(F)(F)F)F)C(=O)N)=O)=O